1-N-ethyl-5-methoxybenzene-1,2-diamine C(C)NC=1C(=CC=C(C1)OC)N